2-bromo-5-(10-(4-(naphthalen-1-yl)phenyl)anthracen-9-yl)pyridine BrC1=NC=C(C=C1)C=1C2=CC=CC=C2C(=C2C=CC=CC12)C1=CC=C(C=C1)C1=CC=CC2=CC=CC=C12